C(CCCCCCCCCCC)(=O)NCCN(C)C lauramidoethyl-dimethylamine